ClC1=NC(=C(C(=O)O)C=C1)OC[C@@H]1N(CCC1)C 6-chloro-2-(((R)-1-methylpyrrolidin-2-yl)methoxy)nicotinic acid